6-{5-chloro-2-[4-(2-hydroxy-prop-2-yl)-1H-1,2,3-triazol-1-yl]phenyl}pyrimidin-4-ol ClC=1C=CC(=C(C1)C1=CC(=NC=N1)O)N1N=NC(=C1)C(C)(C)O